tert-butyl N-[[(1R,2S,5S)-3-[(2S)-2-amino-3-phenyl-propanoyl]-6,6-dimethyl-3-azabicyclo[3.1.0]hexane-2-carbonyl]amino]-N-[[(3S)-2-oxopyrrolidin-3-yl]methyl]carbamate N[C@H](C(=O)N1[C@@H]([C@H]2C([C@H]2C1)(C)C)C(=O)NN(C(OC(C)(C)C)=O)C[C@H]1C(NCC1)=O)CC1=CC=CC=C1